1-(2-(((methylsulfanyl)methanethioyl)oxy)ethyl)cyclopropane-1-carbonitrile CSC(=S)OCCC1(CC1)C#N